ClC1=NC(=NC(=N1)C1=CC=CC=C1)OCCCCOC1=NC(=NC(=N1)Cl)C1=CC=CC=C1 1,4-bis((4-chloro-6-phenyl-1,3,5-triazin-2-yl)oxy)butane